ethanol HCl Cl.C(C)O